NC=1C=2N(C(=CN1)CN1CCNCC1)C(=NC2C2=CC=C(C1=CC=CC=C21)NC(NC2=CC(=CC=C2)C(F)(F)F)=O)CC 3-{4-[8-amino-3-ethyl-5-(piperazin-1-ylmethyl)imidazo[1,5-a]pyrazin-1-yl]naphthalen-1-yl}-1-[3-(trifluoromethyl)phenyl]urea